[(2S)-2-benzyloxy-3-octadecoxy-propoxy]-tert-butyl-dimethyl-silane C(C1=CC=CC=C1)O[C@H](CO[Si](C)(C)C(C)(C)C)COCCCCCCCCCCCCCCCCCC